O=C1NC(CCC1N1C(C2=CC=C(C=C2C1)OCCCCC(=O)OC)=O)=O methyl 5-((2-(2,6-dioxopiperidin-3-yl)-1-oxoisoindolin-5-yl)oxy)pentanoate